(2S)-2-Methylbut-3-ynol C[C@H](CO)C#C